2-(2-(4-methylcyclohex-3-en-1-yl)propyl)cyclopentanone tert-butyl-N-[4-[4-(2,6-dioxo-3-piperidyl)-2,3-dihydro-1,4-benzoxazin-8-yl]cyclohexyl]-N-methyl-carbamate C(C)(C)(C)OC(N(C)C1CCC(CC1)C1=CC=CC=2N(CCOC21)C2C(NC(CC2)=O)=O)=O.CC2=CCC(CC2)C(CC2C(CCC2)=O)C